FC(OC=1C=C(CN2CCC3(CC2)COC2=C4CN(C(C4=CC=C23)=O)C2C(NC(CC2)=O)=O)C=CC1)F 3-(1'-(3-(difluoromethoxy)benzyl)-6-oxo-6,8-dihydro-2H,7H-spiro[furo[2,3-e]isoindole-3,4'-piperidin]-7-yl)piperidine-2,6-dione